N-(3-(2-chloro-3-(3-(4-hydroxypiperidin-1-yl)propoxy)phenyl)anilino)benzisothiazole ClC1=C(C=CC=C1OCCCN1CCC(CC1)O)C=1C=C(NN2SC3=C(C2)C=CC=C3)C=CC1